N-(2-(4-(5-(3,4-dimethoxyphenyl)-1,2,4-oxadiazol-3-yl)piperidin-1-yl)-2-oxoethyl)benzamide COC=1C=C(C=CC1OC)C1=NC(=NO1)C1CCN(CC1)C(CNC(C1=CC=CC=C1)=O)=O